ClC=1C(=NC(=NC1)NC1CCOCC1)C1=CC=C2CN(C(C2=C1)=O)[C@@H](C(=O)N[C@H](CO)C1=CC(=CC=C1)OCC)C (2R)-2-(6-{5-chloro-2-[(oxan-4-yl)amino]pyrimidin-4-yl}-1-oxo-2,3-dihydro-1H-isoindol-2-yl)-N-[(1S)-1-(3-ethoxyphenyl)-2-hydroxyethyl]propanamide